C(C=C)(=O)C(N(C)C)CS(=O)(=O)[O-].[Na+].C(C=C)(=O)N Acrylamide Sodium acryloyldimethyl-taurate